O1CCN(CC1)C1=NSC(=N1)N1CC(C1)NC(C=C)=O N-(1-(3-morpholino-1,2,4-thiadiazol-5-yl)azetidin-3-yl)acrylamide